C(CCCCCCCC)N(CCC1CN(CC1)C(=O)OC(C)(C)C)CCCCCCCCC tert-Butyl 3-(2-(dinonylamino)ethyl)pyrrolidine-1-carboxylate